C(C[2H])[2H] ethane-1,2-d